(S)-2-{[7-(3-methoxybenzyloxy)benzo[d][1,3]dioxol-4-yl]methylamino}propanamide COC=1C=C(COC2=CC=C(C3=C2OCO3)CN[C@H](C(=O)N)C)C=CC1